trans-allylsulfone C(C=C)S(=O)(=O)CC=C